ethyl-(N-methyl-perfluorohexylsulfonamide) acrylate C(C=C)(=O)O.C(C)N(S(=O)(=O)C(C(C(C(C(C(F)(F)F)(F)F)(F)F)(F)F)(F)F)(F)F)C